C1(CC1)C(=O)N1C=CC2=CC(=CC=C12)C=1N=C(SC1C)NC(CC1=CC(=CC=C1)OCCC(CCO)C)=O N-(4-(1-(cyclopropanecarbonyl)indol-5-yl)-5-methylthiazol-2-yl)-2-(3-((5-hydroxy-3-methylpentyl)oxy)phenyl)acetamide